3-chloranyl-5-fluoranyl-benzamide ClC=1C=C(C(=O)N)C=C(C1)F